4-fluoro-N-(1-{5-[(2R)-oxolane-2-carbonyl]-5,6,7,8-tetrahydro-1,5-naphthyridin-2-yl}cyclopropyl)benzamide FC1=CC=C(C(=O)NC2(CC2)C2=NC=3CCCN(C3C=C2)C(=O)[C@@H]2OCCC2)C=C1